N,N-Difluoro-1-phenylpropan-2-amine FN(C(CC1=CC=CC=C1)C)F